N-(5-bromo-4-methoxy-6-tetrahydropyran-4-yl-pyrimidin-2-yl)-6-chloro-1H-indole-3-sulfonamide BrC=1C(=NC(=NC1C1CCOCC1)NS(=O)(=O)C1=CNC2=CC(=CC=C12)Cl)OC